Cl.Cl.C1(CC1)[C@H]1CN(CCN1)C=1N=NC(=CN1)C1=C(C=C(C=C1)C1=CC2=C(C=N1)N=NN2C)O 2-{3-[(3S)-3-cyclopropylpiperazin-1-yl]-1,2,4-triazin-6-yl}-5-(1-methyl-1H-[1,2,3]triazolo[4,5-c]pyridin-6-yl)phenol dihydrochloride